4-(2-pyridylazo)-1,3-benzenediol N1=C(C=CC=C1)N=NC1=C(C=C(C=C1)O)O